4-(4-bromophenoxy)piperidine hydrochloride Cl.BrC1=CC=C(OC2CCNCC2)C=C1